4-((4,4-difluorocyclohexyl)amino)-6-(methoxymethyl)pyrimidine-2-carbonitrile FC1(CCC(CC1)NC1=NC(=NC(=C1)COC)C#N)F